BrC1C([C@@]2(CCC1C2(C)C)CS(=O)(=O)O)=O (1S)-(-)-bromocamphor-10-sulfonic acid